CN(C1CCN(C2(CC2)C1)C(=O)OC(C)(C)C)C=1SC2=C(N1)COC=1C=C(C=CC12)C1=NN(N=C1)C tert-Butyl 7-(methyl (7-(2-methyl-2H-1,2,3-triazol-4-yl)-4H-chromeno[3,4-d]thiazol-2-yl) amino)-4-azaspiro[2.5]octane-4-carboxylate